CN1N=CC(=C1C=1CCN(C(C1)=O)C(=O)OC(C)(C)C)C tert-butyl 4-(1,4-dimethyl-1H-pyrazol-5-yl)-6-oxo-3,6-dihydropyridine-1(2H)-carboxylate